S(=O)(=O)([O-])OOS(=O)(=O)[O-].[S+2] sulfur persulfate